E-9,11-tetradecadienyl acetate C(C)(=O)OCCCCCCCC\C=C\C=CCC